C12CN(CC2C1)C=1C=C(C=CC1C(=O)N1CCN(CC1)CCC)NC(=O)C1CC1 N-(3-(3-azabicyclo[3.1.0]hexan-3-yl)-4-(4-propylpiperazine-1-carbonyl)phenyl)cyclopropanecarboxamide